(2S,3R,4S,5S)-4-[[3-(2-ethoxy-3,4-difluoro-phenyl)-4,5-dimethyl-5-(trifluoromethyl)tetrahydrofuran-2-carbonyl]amino]-1-oxo-pyridin-1-ium-2-carboxamide C(C)OC1=C(C=CC(=C1F)F)[C@@H]1C(O[C@@]([C@H]1C)(C(F)(F)F)C)C(=O)NC1=C[C@H]([N+](C=C1)=O)C(=O)N